isobutyl-1H-benzo[d]imidazole C(C(C)C)N1C=NC2=C1C=CC=C2